2-[(2R,5S)-2-(4-Fluorophenyl)-5-methyl-1-piperidyl]-2-oxo-acetic Acid FC1=CC=C(C=C1)[C@@H]1N(C[C@H](CC1)C)C(C(=O)O)=O